CN([C@H]1CN(C[C@H]1F)C1=CC=C(C=C1)N1C=NC(=C1)NC=1N=CC(=NC1)C#N)C 5-((1-(4-((3S,4R)-3-(Dimethylamino)-4-fluoropyrrolidin-1-yl)phenyl)-1H-imidazol-4-yl)amino)pyrazine-2-carbonitrile